C[C@H]1N([C@H](CN(C1)C1=NC=C(C=N1)C(F)(F)F)C)C(=O)O[C@H](CC1=CNC(C(=C1)C(F)(F)F)=O)C (S)-1-(6-Oxo-5-(trifluoromethyl)-1,6-dihydropyridin-3-yl)propan-2-yl (2R,6S)-2,6-dimethyl-4-(5-(trifluoromethyl)pyrimidin-2-yl)piperazine-1-carboxylate